FC1=C(C(=CC=C1)F)NC(C1=NC(=CC=C1)O)=O N-(2,6-difluorophenyl)-6-hydroxypicolinamide